C(C)(C)(C)OC(=O)C=1C=NNC1N 5-amino-1H-pyrazole-4-carboxylic acid tert-butyl ester